BrC1=NN(C2=CC(=CC=C12)OC1CCN(CC1)C(=O)OC(C)(C)C)C tert-butyl 4-((3-bromo-1-methyl-1H-indazol-6-yl)oxy)piperidine-1-carboxylate